(S)-1-((3R,4R)-3-(tert-butyldimethylsilyloxy)-1-(5-(trifluoromethyl)pyrimidin-2-yl)piperidin-4-yl)-2-oxopyrrolidin-3-yl 4-methylbenzenesulfonate CC1=CC=C(C=C1)S(=O)(=O)O[C@@H]1C(N(CC1)[C@H]1[C@@H](CN(CC1)C1=NC=C(C=N1)C(F)(F)F)O[Si](C)(C)C(C)(C)C)=O